FC=1C(=CC(=NC1)OC)[C@H](C(=O)N1CC2(CC2)[C@@H](C1)NC1=NC(=C(C=C1)C=1N=CN(C1)C)C)C (R)-2-(5-fluoro-2-methoxypyridin-4-yl)-1-((S)-7-((6-methyl-5-(1-methyl-1H-imidazol-4-yl)pyridin-2-yl)amino)-5-azaspiro[2.4]hept-5-yl)propan-1-one